5-chloro-2-{[4-(2,2,2-trifluoroethyl)piperazin-1-yl]methyl}-7,8-dihydro-6H-spiro[[1,3]oxazolo[5,4-f]quinazoline-9,1'-cyclohexane]-7-one ClC=1C=C2C(=C3C1NC(NC31CCCCC1)=O)OC(=N2)CN2CCN(CC2)CC(F)(F)F